C(C=C)C1=CC=C(C(=C1)C=1C(=CC=C(C1)CC=C)O)O 5,5'-di(prop-2-en-1-yl)[1,1'-biphenyl]-2,2'-diol